C(C)(C)(C)[Si](OCC(C(=O)O)=C)(C)C 2-(((tertbutyldimethylsilyl)oxy)methyl)acrylic acid